C1NCC12CC(C2)N2CCC(CC2)N2CC(CC2)N2[C@@H](C1=C(NC=3N=NC(=CC31)C3=C(C=CC=C3)O)CC2)C 2-((5R)-6-(1-(1-(2-azaspiro[3.3]heptan-6-yl)piperidin-4-yl)pyrrolidin-3-yl)-5-methyl-6,7,8,9-tetrahydro-5H-pyrido[3',4':4,5]pyrrolo[2,3-c]pyridazin-3-yl)phenol